C(C1=CC=CC=C1)OC(=O)N1[C@@H](C[C@H](C1)OS(=O)(=O)C1=CC=C(C)C=C1)CC1=CNC2=CC=CC=C12 (2R,4R)-2-(1H-indol-3-yl)methyl-4-(tosyloxy)pyrrolidine-1-carboxylic acid benzyl ester